N1(CCCC1)C1CCN(CC1)CC(=O)NCC=1C=CC=2NC3=CC=C(C=C3OC2C1)C(F)(F)F 2-(4-(Pyrrolidin-1-yl)piperidin-1-yl)-N-((7-(trifluoromethyl)-10H-phenoxazin-3-yl)methyl)acetamide